1-methyl-1H-pyrazol-4-ylpyridazin-3(2H)-one CN1N=CC(=C1)N1N=CC=CC1=O